N-(imidazo[1,5-a]pyridin-7-yl)-2-(methylamino)acetamide C=1N=CN2C1C=C(C=C2)NC(CNC)=O